NC1=C(C=C(C=N1)C1=CC=C(C(=O)NCCN2CCOCC2)C=C1)OCC1=C(C=CC=C1)Cl 4-[6-amino-5-(2-chloro-benzyloxy)-pyridin-3-yl]-N-(2-morpholin-4-yl-ethyl)-benzamide